FC(=C1C(C1)C1=CC(=NC=C1)N1C(C(=CC=C1)NC1=NC=2N(C(=C1)NC)N=CC2C(=O)N[C@H]2[C@@H](CC2)OC)=O)F 5-((4'-(2-(Difluoromethylene)cyclopropyl)-2-oxo-2H-[1,2'-bipyridyl]-3-yl)amino)-N-((1R,2R)-2-methoxycyclobutyl)-7-(methylamino)pyrazolo[1,5-a]pyrimidine-3-carboxamide